COC1=CC=C(C=C1)C=1C(=O)NC(C1C1=CC=CC=C1)=O 2-(4-Methoxyphenyl)-3-phenylmaleimide